ClC1=CC(=C(OCC[C@@H](B2OC(C(O2)(C)C)(C)C)N[S@](=O)C(C)(C)C)C=C1)C (R)-N-((R)-3-(4-chloro-2-methylphenoxy)-1-(4,4,5,5-tetramethyl-1,3,2-dioxaborolan-2-yl)propyl)-2-methylpropane-2-sulfinamide